CC=1C(=C2C=CNC2=C(C1)C)C[C@H]1[C@@H](CN(CC1)CC(F)(F)F)C1=CC=C(C#N)C=C1 4-((3R,4R)-4-((5,7-dimethyl-1H-indol-4-yl)methyl)-1-(2,2,2-trifluoroethyl)piperidin-3-yl)benzonitrile